4-((5-((5-(difluoromethoxy)-1H-pyrazol-3-yl)amino)-3H-imidazo[4,5-b]pyridin-3-yl)methyl)tetrahydro-2H-pyran-4-ol FC(OC1=CC(=NN1)NC1=CC=C2C(=N1)N(C=N2)CC2(CCOCC2)O)F